FC=1C=C(C=CC1OC)[C@@H](CC1=NC(=NC(=N1)N[C@@H](CO)CC(C)C)NS(=O)(=O)C)C N-(4-((R)-2-(3-Fluoro-4-methoxyphenyl)propyl)-6-(((R)-1-hydroxy-4-methylpentan-2-yl)amino)-1,3,5-triazin-2-yl)methanesulfonamide